(R)-2-amino-5-(2-chloro-4-(2-(3-chlorophenyl)-2-hydroxyacetamido)phenyl)-N-isopropylnicotinamide NC1=C(C(=O)NC(C)C)C=C(C=N1)C1=C(C=C(C=C1)NC([C@H](O)C1=CC(=CC=C1)Cl)=O)Cl